O1C2C1CCC1=CC=CC=C12 2H,3H,7bH-naphtho[1,2-b]oxirene